3-amino-6-bromo-5-methoxypyridinecarbonitrile NC=1C(=NC(=C(C1)OC)Br)C#N